C(C)(C)(C)OC(=O)N1[C@@H](CC(C1)(C)C)C(=O)O (S)-1-(tert-butoxycarbonyl)-4,4-dimethyl-pyrrolidine-2-carboxylic acid